BrC=1C(=CC(=NC1)CNC(=O)C1NCCN(C1)C=1C=2C(N=CN1)=NN(C2)C2=CC=C(C=C2)C(F)(F)F)C N-((5-bromo-4-methylpyridin-2-yl)methyl)-4-(2-(4-(trifluoromethyl)phenyl)-2H-pyrazolo[3,4-d]pyrimidin-4-yl)piperazine-2-carboxamide